FC1=CC=CC2=CC(=C3C=CC(OC3=C21)(C2=CC=C(C=C2)OC)C2=CC=C(C=C2)OC)C2=CC1=CC(=CC=C1C=C2)C2=C1C=CC(OC1=C1C(=C2)C=CC=C1F)(C1=CC=C(C=C1)OC)C1=CC=C(C=C1)OC 2,7-bis(10-fluoro-2,2-bis(4-methoxyphenyl)-2H-benzo[H]chromen-5-yl)naphthalene